(chloromethyl)-4'-ethoxy-2,3,4-trifluoro-5'-methyl-1,1'-biphenyl ClCC=1C(=C(C(=C(C1)C1=CC=C(C(=C1)C)OCC)F)F)F